4-(5,6-dichloropyridin-2-yl)but-3-yn-1-ol ClC=1C=CC(=NC1Cl)C#CCCO